(S)-2'-methoxymethyloxy-1,1'-binaphthyl-2-ol COCOC1=C(C2=CC=CC=C2C=C1)C=1C(=CC=C2C=CC=CC12)O